4-(difluoromethyl)-5-(3-(6-((3,5-dimethylimidazo[1,5-a]pyridin-6-yl)oxy)-2-azaspiro[3.3]heptan-2-yl)propyl)-2-(tetrahydro-2H-pyran-2-yl)pyridazin-3(2H)-one FC(C=1C(N(N=CC1CCCN1CC2(C1)CC(C2)OC=2C=CC=1N(C2C)C(=NC1)C)C1OCCCC1)=O)F